3-bromo-2-methylbenzoic acid BrC=1C(=C(C(=O)O)C=CC1)C